2-methylene-4-oxo-4-((5-(trifluoromethyl)-2,3-dihydro-1H-inden-1-yl)amino)butanoic acid C=C(C(=O)O)CC(NC1CCC2=CC(=CC=C12)C(F)(F)F)=O